4-amino-3-(2-fluoropyridin-4-yl)-5-isopropylbenzoic acid methyl ester COC(C1=CC(=C(C(=C1)C(C)C)N)C1=CC(=NC=C1)F)=O